N-[2-chloro-4-(trifluoromethyl)phenyl]-2-{6-[4-(3,6-dihydro-2H-pyran-4-carbonyl)piperazin-1-yl]-5-ethyl-2-(5-hydroxypyrimidin-2-yl)-7-oxo-[1,2,4]triazolo[1,5-a]pyrimidin-4-yl}acetamide ClC1=C(C=CC(=C1)C(F)(F)F)NC(CN1C=2N(C(C(=C1CC)N1CCN(CC1)C(=O)C=1CCOCC1)=O)N=C(N2)C2=NC=C(C=N2)O)=O